C12CNCC2N(C1)C=1C2=C(N=C(N1)OCC13CCCN3CCC1)C(=C(N=C2)C2=CC(=CC1=CC=CC(=C21)C#C)O)F 4-(4-(3,6-diazabicyclo[3.2.0]heptan-6-yl)-8-fluoro-2-((tetrahydro-1H-pyrrolizin-7a(5H)-yl)methoxy)pyrido[4,3-d]pyrimidin-7-yl)-5-ethynylnaphthalen-2-ol